N-[2-[4-[[4-amino-5-(2,6-difluorobenzoyl)-2-thiazolyl]amino]-1-piperidinyl]-2-oxoethyl]-M-methyl-benzamide NC=1N=C(SC1C(C1=C(C=CC=C1F)F)=O)NC1CCN(CC1)C(CNC(C1=CC(=CC=C1)C)=O)=O